C1(CCC(N1OC(CCCC1=CC=C(C=C1)N1C(C=CC1=O)=O)=O)=O)=O 4-(p-maleimidophenyl)butanoic acid succinimidyl ester